3-((5-(4-fluoro-3-methoxyphenyl)isoxazol-3-yl)methyl)-2-methyl-quinazolin-4(3H)-one FC1=C(C=C(C=C1)C1=CC(=NO1)CN1C(=NC2=CC=CC=C2C1=O)C)OC